C12CNCC(CC1)N2C=2N=C(C1=C(N2)SC=C1)NC=1C=C2C=NNC2=CC1 2-(3,8-diazabicyclo[3.2.1]oct-8-yl)-N-(1H-indazol-5-yl)thieno[2,3-d]pyrimidin-4-amine